ClC1=CC=C(C=C1)C=1C(=NC=C2C=CC(=NC12)SCC)OC 8-(4-chlorophenyl)-2-(ethylsulfanyl)-7-methoxy-1,6-naphthyridine